tert-butyl N-tert-butoxycarbonyl-N-[[5-methyl-2-(trifluoromethyl)-6,7-dihydro-5H-imidazo[2,1-a][2]benzazepin-9-yl]methyl]carbamate C(C)(C)(C)OC(=O)N(C(OC(C)(C)C)=O)CC=1C=CC2=C(CCC(N3C2=NC(=C3)C(F)(F)F)C)C1